COC1=CC=C(C=C1)/C=C/C(=O)OC[C@H](CCCC)CC (S)-2-Ethylhexyl (2E)-3-(4-methoxyphenyl)prop-2-enoate